4-([1,1'-biphenyl]-4-yloxy)-3-fluoro-N-methylaniline C1(=CC=C(C=C1)OC1=C(C=C(NC)C=C1)F)C1=CC=CC=C1